CC1CC(N(CC1)NC(=O)O)NC(=O)O 4-methylpiperidinedicarbamic acid